ClC1=C2N(C=3C=CC(=CC13)OCC1=CC(=C(C=C1)OC(C)C)C(F)(F)F)CC[C@@H]2CC(=O)O (R)-2-(9-chloro-7-(4-isopropoxy-3-(trifluoromethyl)benzyloxy)-2,3-dihydro-1H-pyrrolo[1,2-a]indol-1-yl)acetic acid